1-isopropylimidazolepropanesulfonic acid C(C)(C)N1C(=NC=C1)CCCS(=O)(=O)O